(2S)-2-(3,4-dimethoxyphenyl)-5-[2-(3-methoxyphenyl)ethyl-methylamino]-2-propan-2-ylpentanenitrile COC=1C=C(C=CC1OC)[C@](C#N)(CCCN(C)CCC1=CC(=CC=C1)OC)C(C)C